S1C=NC=C1C1(CC1)C#N 1-(thiazol-5-yl)cyclopropane-1-carbonitrile